N-benzyl-N-(bis(4-(tributylsilyl)phenyl)phosphaneyl)-1-(o-tolyl)-1-(4-(tributylsilyl)phenyl)phosphanamine C(C1=CC=CC=C1)N(P(C1=CC=C(C=C1)[Si](CCCC)(CCCC)CCCC)C1=C(C=CC=C1)C)P(C1=CC=C(C=C1)[Si](CCCC)(CCCC)CCCC)C1=CC=C(C=C1)[Si](CCCC)(CCCC)CCCC